5-((2-fluoro-6-(pyrrolidin-1-ylmethyl)benzyl)amino)-N-(6-fluoropyridin-2-yl)-4-methylpyridin-2-sulfonamide FC1=C(CNC=2C(=CC(=NC2)S(=O)(=O)NC2=NC(=CC=C2)F)C)C(=CC=C1)CN1CCCC1